3-[7-[4-(dimethoxymethyl)-1-piperidyl]-1-methyl-indazol-3-yl]piperidine-2,6-dione COC(C1CCN(CC1)C=1C=CC=C2C(=NN(C12)C)C1C(NC(CC1)=O)=O)OC